C(C=C)(=O)NC=1C=C(C=CC1)C1=CC(=CC(=N1)NC=1SC(=CN1)C(=O)NC1=C(C=CC=C1C)Cl)CN1CCOCC1 2-(6-(3-acrylamidophenyl)-4-(morpholinomethyl)pyridin-2-ylamino)-N-(2-chloro-6-methylphenyl)thiazole-5-carboxamide